[O-]S(=O)(=O)C(F)(F)F.C(CC)[NH+]1CCCCC1 N-propylpiperidinium triflate